2'-chloro-5'-methoxy-N-(5-(5-methoxy-benzo[d]oxazole-2-carbonyl)-5,6-dihydro-4H-pyrrolo[3,4-d]thiazol-2-yl)-6-methyl-[4,4'-bipyridine]-3-carboxamide ClC1=NC=C(C(=C1)C1=C(C=NC(=C1)C)C(=O)NC=1SC2=C(N1)CN(C2)C(=O)C=2OC1=C(N2)C=C(C=C1)OC)OC